C1(CCC1)CNCC(=O)O 2-[(CYCLOBUTYLMETHYL)AMINO]ACETIC ACID